(2R,3S,5R)-2-((bis(4-methoxyphenyl)(phenyl)methoxy)methyl)-5-(2-oxo-2,3-dihydro-1H-imidazol-1-yl)tetrahydrofuran-3-yl (2-cyanoethyl) diisopropylphosphoramidite C(C)(C)N(P(O[C@@H]1[C@H](O[C@H](C1)N1C(NC=C1)=O)COC(C1=CC=CC=C1)(C1=CC=C(C=C1)OC)C1=CC=C(C=C1)OC)OCCC#N)C(C)C